1-(3-(5-bromo-3-(2,5-dimethyl-1H-pyrrol-1-yl)-1H-pyrazol-1-yl)phenyl)-1H-1,2,3-triazole BrC1=CC(=NN1C=1C=C(C=CC1)N1N=NC=C1)N1C(=CC=C1C)C